1-(1-(4-(1-(2,6-dichlorophenyl)azetidin-3-yl)-2-methylphenyl)-ethyl)-piperidine-4-carboxylic acid ClC1=C(C(=CC=C1)Cl)N1CC(C1)C1=CC(=C(C=C1)C(C)N1CCC(CC1)C(=O)O)C